(E)-3-(4-trifluoromethylphenyl)-propenyl bromide FC(C1=CC=C(C=C1)C/C=C/Br)(F)F